(S)-[2-chloro-4-fluoro-5-(7-morpholin-4-ylquinazolin-4-yl)-phenyl]-(6-methoxy-pyridazin-3-yl)-methanol ClC1=C(C=C(C(=C1)F)C1=NC=NC2=CC(=CC=C12)N1CCOCC1)[C@H](O)C=1N=NC(=CC1)OC